N-(3-Cyano-5-(cyclopentylmethyl)-6-methyl-4,5,6,7-tetrahydrothieno[3,2-c]pyridin-2-yl)-2-(4-(N-(cyclopentylmethyl)-sulfamoyl)phenyl)acetamid C(#N)C1=C(SC2=C1CN(C(C2)C)CC2CCCC2)NC(CC2=CC=C(C=C2)S(NCC2CCCC2)(=O)=O)=O